C(C)(C)C1=NNC(C2=C1N=C(C=C2)C(=O)NN)=O 8-isopropyl-5-oxo-5,6-dihydropyrido[2,3-d]pyridazine-2-carbohydrazide